OC(=O)C(F)(F)F.C(CC=C)OC=1C=2N(C=C(N1)C1=C3C(=NC(=C1)C(C)NCC)C=CO3)C=CN2 1-(7-(8-(but-3-en-1-yloxy)imidazo[1,2-a]pyrazin-6-yl)furo[3,2-b]pyridin-5-yl)-N-ethylethan-1-amine TFA salt